(E)-L-ascorbic acid O=C1C(O)=C(O)[C@H](O1)[C@@H](O)CO